FC1=C(C=CC=2C3=C(C(NC12)=O)C=NN3C)CN3CC1=NN(C=C1C3)C=3C=CC(=NC3)C(=O)NC 5-(5-((6-fluoro-1-methyl-4-oxo-4,5-dihydro-1H-pyrazolo[4,3-c]quinolin-7-yl)methyl)-5,6-dihydropyrrolo[3,4-c]pyrazol-2(4H)-yl)-N-methylpicolinamide